ClC1=C(C=CC(=C1)C(F)(F)F)NC(=O)C1(CCC1)N1N=CC(=C1)NC(=O)C1CCN(CC1)C=1C=C2C(N(C(C2=CC1)=O)C1C(NC(CC1)=O)=O)=O N-(1-(1-((2-chloro-4-(trifluoromethyl)phenyl)carbamoyl)cyclobutyl)-1H-pyrazol-4-yl)-1-(2-(2,6-dioxopiperidin-3-yl)-1,3-dioxoisoindolin-5-yl)piperidine-4-carboxamide